manganese trisulfide [S-2].[S-2].[S-2].[Mn+6]